C12CC(CC(CC1)N2)OC=2C=C1C(=NC=NC1=C1C2OCC1)NC1=CC(=C(C=C1)OC1=CC=2N(C=C1)N=CN2)C 6-((exo-8-Azabicyclo[3.2.1]octan-3-yl)oxy)-N-(4-([1,2,4]triazolo[1,5-a]pyridin-7-yloxy)-3-methylphenyl)-8,9-dihydrofuro[2,3-h]quinazolin-4-amine